(R)-(4-(4-chloropyrazolo[1,5-a]pyridin-2-yl)-6,7-dihydro-1H-imidazo[4,5-c]pyridin-5(4H)-yl)(5-(pyrazin-2-yl)-1,3,4-oxadiazol-2-yl)methanone ClC=1C=2N(C=CC1)N=C(C2)[C@@H]2N(CCC1=C2N=CN1)C(=O)C=1OC(=NN1)C1=NC=CN=C1